OC=1C=C(C2=CC=CC=C2C1)C1=CC=C2C(=NC(=NC2=C1)OCC12CCCN2CCC1)N1C[C@H]2CC[C@@H](C1)N2C(=O)NCC2CNCC2 (1R,5S)-3-(7-(3-hydroxynaphthalen-1-yl)-2-((tetrahydro-1H-pyrrolizin-7a(5H)-yl)methoxy)quinazolin-4-yl)-N-(pyrrolidin-3-ylmethyl)-3,8-diazabicyclo[3.2.1]octane-8-carboxamide